NC1=C2C(=NC=N1)N(N=C2C2=CC=C(C=C2)OC2=CC=CC=C2)C2CCN(CC2)CCCCCCCCCCOC2=C1C(=CC(OC1=CC(=C2)O)=O)C2=CC=CC=C2 5-((10-(4-(4-Amino-3-(4-phenoxyphenyl)-1H-pyrazolo[3,4-d]pyrimidin-1-yl)piperidin-1-yl)decyl)oxy)-7-hydroxy-4-phenyl-2H-chromen-2-one